FC1(C2CN(CC12)C1=NC=C(C(=N1)C)CN1N=NC(=C1)C(=O)OCC)F ethyl 1-[(2-{6,6-difluoro-3-azabicyclo[3.1.0]hex-3-yl}-4-methyl-pyrimidin-5-yl) methyl]-1H-1,2,3-triazole-4-carboxylate